OCC=1N=CC(NC1)=O 5-(hydroxymethyl)-1,2-dihydropyrazin-2-one